FC(C1=CC=C(OC=2N=C(C3=CC=CC=C3C2)C#N)C=C1)(F)F {4-(trifluoromethyl)phenoxy}isoquinoline-1-carbonitrile